C(C)(C)(C)C1=C(C(=CC(=C1)C)CC1=C(C(=CC(=C1)C)C(C)(C)C)O)OC(C1=CC=C(C(=O)OC2=C(C=C(C=C2CC2=C(C(=CC(=C2)C)C(C)(C)C)O)C)C(C)(C)C)C=C1)=O bis[2-tert-butyl-6-(2-hydroxy-3-tert-butyl-5-methylbenzyl)-4-methylphenyl]terephthalate